CC1(CCC=2C(=NNC2C1)C=1NC2=CC(=CC=C2C1)C(=O)N1CCC(CC1)C1=CC=C(C=C1)C1C(NC(CC1)=O)=O)C 3-(4-(1-(2-(6,6-dimethyl-4,5,6,7-tetrahydro-1H-indazol-3-yl)-1H-indole-6-carbonyl)piperidin-4-yl)phenyl)piperidine-2,6-dione